(S)-2-((2-((1-methoxy-3,3-dimethyl-1,3-dihydro-[1,2]oxaborolo[4,3-b]pyridin-5-yl)amino)-5-(3-(quinuclidin-4-yl)-1,2,4-oxadiazol-5-yl)pyridin-4-yl)amino)-2-phenylethan-1-ol COB1OC(C2=NC(=CC=C21)NC2=NC=C(C(=C2)N[C@H](CO)C2=CC=CC=C2)C2=NC(=NO2)C21CCN(CC2)CC1)(C)C